N-((1-((4-methoxy-3-((2-methoxyphenyl)sulfonamido)benzo[d]isoxazol-6-yl)methyl)-1H-pyrazol-4-yl)methyl)pyridine-3-sulfonamide COC1=CC(=CC2=C1C(=NO2)NS(=O)(=O)C2=C(C=CC=C2)OC)CN2N=CC(=C2)CNS(=O)(=O)C=2C=NC=CC2